C(C=C)(=O)OCCCN1C=CC=C1 3-(1H-pyrrol-1-yl)propyl acrylate